N-(2-(2-(dimethylamino)ethoxy)-5-nitrophenyl)acetamide rac-tert-butyl-7-[[(3-exo)-8-methyl-8-azabicyclo[3.2.1]octan-3-yl]amino]-5-oxa-2-azaspiro[3.4]octane-2-carboxylate C(C)(C)(C)OC(=O)N1CC2(C1)OCC(C2)NC2CC1CCC(C2)N1C.CN(CCOC1=C(C=C(C=C1)[N+](=O)[O-])NC(C)=O)C